ClC=1C(=CC(=NC1C)N)C 5-chloro-4,6-dimethyl-pyridin-2-amine